(S)-phenyl (4-(trifluoromethoxy) phenyl) phosphate fluoride [F-].P(=O)(OC1=CC=CC=C1)(OC1=CC=C(C=C1)OC(F)(F)F)[O-]